O=C([C@H](C[C@H]1C(NCC1)=O)NC(=O)[C@H]1N(CC2(CC2)C1)C(CCCC([2H])([2H])[2H])=O)COC(F)(F)F (S)-N-((S)-3-oxo-1-((S)-2-oxopyrrolidin-3-yl)-4-(trifluoromethoxy)butan-2-yl)-5-(pentanoyl-5,5,5-d3)-5-azaspiro[2.4]heptane-6-carboxamide